bicyclo[2.2.2]Oct-5-ene-2,3-dicarboxylic anhydride C12C3C(C(C=C1)CC2)C(=O)OC3=O